OCCOCCOCCOCCN(C(=O)[C@@H]1CN(CCC1)C1=CN=CC2=CC=CC=C12)C=1C=CC(N(C1)CC(=O)O)=O (S)-2-(5-(N-(2-(2-(2-(2-hydroxyethoxy)ethoxy)ethoxy)ethyl)-1-(isoquinolin-4-yl)piperidine-3-carboxamido)-2-oxopyridin-1(2H)-yl)acetic acid